NC1=NC(=CC(=N1)C=1N=NN(C1)CC1=CC=CC(=N1)N1[C@@H](CCC1)C(=O)O)C1=CC(=CC=C1)C#N (S)-1-[6-({4-[2-Amino-6-(m-cyanophenyl)-4-pyrimidinyl]-1H-1,2,3-triazol-1-yl}methyl)-2-pyridyl]-2-pyrrolidinecarboxylic acid